(R)-cis-2-benzyl 3-tert-butyl (1s,2r,5r)-3-azabicyclo[3.1.0]hexane-2,3-dicarboxylate [C@H]12[C@@H](N(C[C@@H]2C1)C(=O)OC(C)(C)C)C(=O)OCC1=CC=CC=C1